CC1(OC=2C=C(C=C(C2C2=C1C=CC(=C2)C)O)C(C)C(CCCCCCCC)C)C 6,6,9-Trimethyl-3-(3-methylundecan-2-yl)benzo[c]chromen-1-ol